C1=NC=CC2=C1C1=CN=CC=C1N2 5H-pyrrolo[3,2-c:4,5-c']dipyridine